tert-butyl 4-(3-isopropyl-2-(1-trityl-1H-pyrazolo[3,4-b]pyridin-4-yl)-1H-indol-5-yl)-2-oxopiperidine-1-carboxylate C(C)(C)C1=C(NC2=CC=C(C=C12)C1CC(N(CC1)C(=O)OC(C)(C)C)=O)C1=C2C(=NC=C1)N(N=C2)C(C2=CC=CC=C2)(C2=CC=CC=C2)C2=CC=CC=C2